ClC=1C(=NC=C(N1)C(F)(F)F)C(=C)C1=CC=C(C=C1)F 3-chloro-2-(1-(4-fluorophenyl)vinyl)-5-(trifluoromethyl)pyrazine